C1(CCCC1)NC(=O)C=1N=NC(=C(C1)C)N1CCC(CC1)OC=1C=NC(=CC1)OC N-cyclopentyl-6-{4-[(6-methoxypyridin-3-yl)oxy]piperidin-1-yl}-5-methylpyridazine-3-carboxamide